FC=1C=C(C=CC1OC1=CC=NC2=CC(=CN=C12)OC)NC(=O)C=1C(N(C(=CC1)C)C1=CC=C(C=C1)F)=O N-[3-Fluoro-4-[(7-methoxy-1,5-naphthyridin-4-yl)oxy]phenyl]-1-(4-fluorophenyl)-6-methyl-2-oxopyridine-3-carboxamide